4'-(methoxymethoxy)-[1,1'-biphenyl] COCOC1=CC=C(C=C1)C1=CC=CC=C1